CN1CCN(CC1)CCOC=1N(C=C(N1)C1=CC=CC=C1)C(=O)NCC#CCC1=CC=CC=C1 (2-(4-methylpiperazin-1-yl)ethoxy)-4-phenyl-N-(4-phenylbut-2-yn-1-yl)-1H-imidazole-1-carboxamide